((R)-tetrahydrofuran-2-yl)methyl (S)-2-amino-3-hydroxy-3-methylbutanoate N[C@H](C(=O)OC[C@@H]1OCCC1)C(C)(C)O